2-vinyl-3-phenyloxirane C(=C)C1OC1C1=CC=CC=C1